1,3-dioxapyrimidine O1COCC=C1